ClC[C@@H](O)C1=C(C=C(C=C1)Cl)Cl (S)-2-chloro-1-(2,4-dichlorophenyl)ethanol